[3-[(5-chloro-6-piperazin-1-yl-3-pyridyl)oxymethyl]phenyl]methanamine ClC=1C=C(C=NC1N1CCNCC1)OCC=1C=C(C=CC1)CN